BrC1=CC=CC(=N1)C(C(=O)OCC)CC Ethyl 2-(6-bromopyridin-2-yl)butanoate